3-[(2,4-dihydroxy-3,3-dimethylbutyryl)amino]propionic acid OC(C(=O)NCCC(=O)O)C(CO)(C)C